C(C(C)C)[C@H](CCCC=O)[C@H]1N(C(OC1)(C)C)C(=O)OC(C)(C)C |r| racemic-tert-butyl (4R)-4-[(1S)-1-isobutyl-5-oxo-pentyl]-2,2-dimethyl-oxazolidine-3-carboxylate